COC=1C=C(C=CC1)C=1SC2=NC=C(C=C2N1)CS(=O)(=O)N (2-(3-methoxyphenyl)thiazolo[5,4-b]pyridin-6-yl)methanesulfonamide